(S)-5-(3-aminoprop-1-yn-1-yl)-N-(4-(2-(4-(4-chlorophenyl)-2,3,9-trimethyl-6H-thieno[3,2-f][1,2,4]triazolo[4,3-a][1,4]diazepin-6-yl)acetamido)butyl)furan-2-carboxamide hydrochloride Cl.NCC#CC1=CC=C(O1)C(=O)NCCCCNC(C[C@H]1C=2N(C3=C(C(=N1)C1=CC=C(C=C1)Cl)C(=C(S3)C)C)C(=NN2)C)=O